N-(2-chloro-6-cyanophenyl)-4-methoxy-2-((3-methyl-4-(1-methylpiperidin-4-yl)phenyl)amino)pyrimidine-5-carboxamide ClC1=C(C(=CC=C1)C#N)NC(=O)C=1C(=NC(=NC1)NC1=CC(=C(C=C1)C1CCN(CC1)C)C)OC